potassium methylpropanesulfonate COS(=O)(=O)CCC.[K]